FC=1C=C(C=NC1)C(=O)NS(=O)(=O)C1=CC2=C(N[C@@H](CO2)C2CCOCC2)C(=C1)[N+](=O)[O-] 5-fluoro-N-[(3R)-5-nitro-3-(oxan-4-yl)-3,4-dihydro-2H-1,4-benzoxazin-7-ylsulfonyl]pyridine-3-carboxamide